[B].[Fe].[Mg].[Ca] calcium-magnesium-iron-boron